CC(C)(C)C Di-methylpropane